FC(C=1N(C(SC=CC1)=C=O)C=1N=C2N(CCOC3=C2C=CC(=C3)N[C@H](C(=O)N)C)C1)F (S)-2-((2-((S)-4-(difluoromethyl)-2-carbonyl-1,3-thiazepin-3-yl)-5,6-dihydrobenzo[f]imidazo[1,2-d][1,4]oxazepin-9-yl)amino)propanamide